4-(6-isopropyl-5-(8-methyl-[1,2,4]triazolo[1,5-a]pyridin-6-yl)-4H-thieno[3,2-b]pyrrol-2-yl)cyclohexan-1-one C(C)(C)C=1C2=C(NC1C=1C=C(C=3N(C1)N=CN3)C)C=C(S2)C2CCC(CC2)=O